C(=O)OC(C)CCC(CCCC)CC 5-ethyl-2-nonyl formate